3-Acryloyloxypropyltrimethoxysilan C(C=C)(=O)OCCC[Si](OC)(OC)OC